O1CCOCCN(CCOCCOCCN(CC1)CC1=CC=CC(=N1)C(=O)OC1=C(C(=CC(=C1F)F)F)F)CC1=CC=CC(=N1)C(=O)OC1=C(C(=CC(=C1F)F)F)F Bis(2,3,5,6-tetrafluorophenyl) 6,6'-[1,4,10,13-tetraoxa-7,16-diazacyclooctadecane-7,16-diylbis(methylene)]dipyridine-2-carboxylate